ClC1=CC(=C(N=N1)C(NC)=O)NCC1CN(C1)C(=O)OC(C)(C)C tert-butyl 3-((6-chloro-3-(methyl carbamoyl)pyridazin-4-ylamino) methyl)azetidine-1-carboxylate